BrC1=CC(=CC(=C1)Cl)CBr 1-bromo-3-(bromomethyl)-5-chloro-benzene